CC1OC(CC(C1)N1N=CC(=C1)[N+](=O)[O-])C (cis-2,6-dimethyltetrahydro-2H-pyran-4-yl)-4-nitro-1H-pyrazole